diethyl oxalate (diethyl maleate) C(C)/C(=C(/C(=O)O)\CC)/C(=O)O.C(C(=O)OCC)(=O)OCC